(R)-4-(4-chlorophenyl)pyrrolidin-2-one melilotate C(CCC=1C(O)=CC=CC1)(=O)O.ClC1=CC=C(C=C1)[C@H]1CC(NC1)=O